C(C)(=O)OC1=C2C3CCC(C2=C(C=2C(C4=CC=C(C=C4C(C12)=O)CBr)=O)OC(C)=O)C3 8-(bromomethyl)-6,11-dioxo-1,2,3,4,6,11-hexahydro-1,4-methanotetracene-5,12-diyl diacetate